(3-(1-(dimethylamino)ethyl)phenyl)boronic acid CN(C(C)C=1C=C(C=CC1)B(O)O)C